C(=C)C(C1=CC(=C(C(=C1)C(C)(C)C)O)C(C)(C)C)C1=CC(=C(C(=C1)C(C)(C)C)O)C(C)(C)C vinyl-4,4'-methylenebis(2,6-di-t-butylphenol)